ClC1(CC(=NO1)C(=O)OC(C)C)C1=CC=CC=C1 isopropyl 5-chloro-5-phenyl-4,5-dihydro-isoxazole-3-carboxylate